5-methyl-2-furanal CC1=CC=C(O1)C=O